CC1=C(C(CCC1=O)(C)C)/C=C/C(=C/C=C/C(=C/CO)/C)/C The molecule is a retinoid that is all-trans-retinol in which the hydrogens at position 4 have been replaced by an oxo group. It has a role as an antineoplastic agent. It is a retinoid, a cyclic ketone, an enone and a primary allylic alcohol. It derives from an all-trans-retinol.